C(C)(=O)OC1=C(C=CC=C1)CC(=O)OC(CC)Cl 1-chloropropyl 2-(2-acetoxyphenyl)acetate